BrC(C(=O)N1CCC2(N(C(CS2)=O)CC=2OC(=CC2)C2=CC=CC3=CC=CC=C23)CC1)C 8-(2-bromopropionyl)-4-((5-(naphthalen-1-yl)furan-2-yl)methyl)-1-thia-4,8-diazaspiro[4.5]decan-3-one